Isocyanato-3-isocyanatomethyl-3,5,5-trimethyl-cyclohexan N(=C=O)C1CC(CC(C1)(C)C)(C)CN=C=O